3,5-Diisopropyl-2-hydroxybenzoic acid C(C)(C)C=1C(=C(C(=O)O)C=C(C1)C(C)C)O